COC1=CC=C(C=C1)C=CC=1C=C2C(=NC1)OC(=N2)C=2C=NC=CC2 3-{6-[2-(4-Methoxyphenyl)ethenyl]-[1,3]oxazolo[5,4-b]pyridin-2-yl}pyridine